C=CCCCC(CCCC=C)O Undeca-1,10-dien-6-ol